2-(2-methoxyethoxy)ethan-1-amine COCCOCCN